C(#N)N1C[C@H](OCC1)C(=O)NC1=NC=CC(=C1)C1=CC(=CC=C1)C#N (S)-4-cyano-N-(4-(3-cyanophenyl)pyridin-2-yl)morpholine-2-carboxamide